3-(1,4'-bipiperidin-1'-ylmethyl)-8-chloro-7-(methoxy)-N-(1-phenylcyclopropyl)-2-[3-(trifluoromethyl)phenyl]-4-quinolinecarboxamide N1(CCCCC1)C1CCN(CC1)CC=1C(=NC2=C(C(=CC=C2C1C(=O)NC1(CC1)C1=CC=CC=C1)OC)Cl)C1=CC(=CC=C1)C(F)(F)F